(4-(2-fluorophenoxy)phenyl)(4-(((3R,6S)-6-(hydroxymethyl)tetrahydro-2H-pyran-3-yl)amino)-1H-pyrrolo[2,3-b]pyridin-3-yl)methanone FC1=C(OC2=CC=C(C=C2)C(=O)C2=CNC3=NC=CC(=C32)N[C@H]3CO[C@@H](CC3)CO)C=CC=C1